FC1=C(N)C=CC(=C1COC=1C(=C2C(=NC1)N(N=C2)C2OCCCC2)C)F 2,4-difluoro-3-([[4-methyl-1-(oxan-2-yl)pyrazolo[3,4-b]pyridin-5-yl]oxy]methyl)aniline